F[C@H]1CN(CC[C@H]1NC1=C2C=C(N(C2=CC=C1)CC(F)(F)F)C#CCNC1=C(C=C(C(=O)N2CCC(CC2)O)C=C1)OC)C 1-(4-{[3-(4-{[(3S,4R)-3-fluoro-1-methylpiperidin-4-yl]amino}-1-(2,2,2-trifluoroethyl)-1H-indol-2-yl)prop-2-yn-1-yl]amino}-3-methoxybenzoyl)piperidin-4-ol